N-benzyl-N-(2-phenylethoxy)amine C(C1=CC=CC=C1)NOCCC1=CC=CC=C1